2-propylene glutarate C1(CCCC(=O)OC(CO1)C)=O